methyl-10-hydroxy-cis-12-octadecenoic acid CC(C(=O)O)CCCCCCCC(C\C=C/CCCCC)O